ethyl 1-(2,2,2-trifluoroethyl)pyrrolidine-3-carboxylate FC(CN1CC(CC1)C(=O)OCC)(F)F